Methyl (4aS,7aS)-7-(2-phenylethenyl)-1-[[(1,1-dimethylethyl)dimethylsilyl]oxy]-1,4a,5,7a-tetrahydrocyclopenta[c]pyran-4-carboxylate C1(=CC=CC=C1)C=CC1=CC[C@H]2[C@@H]1C(OC=C2C(=O)OC)O[Si](C)(C)C(C)(C)C